6-chloro-2-(2,6-difluoro-3,5-dimethoxyphenyl)-4-(3-methoxypyrrolidin-1-yl)pyrido[3,4-d]pyrimidine ClC1=CC2=C(N=C(N=C2N2CC(CC2)OC)C2=C(C(=CC(=C2F)OC)OC)F)C=N1